(4-(2-fluoro-4-(1H-pyrazol-4-yl)phenyl)piperazine-1-yl)(hexahydrocyclopenta[c]pyrrole-2(1H)-yl)methanone FC1=C(C=CC(=C1)C=1C=NNC1)N1CCN(CC1)C(=O)N1CC2C(C1)CCC2